FC1(CC(C1)C(O)C=1C=C2C(=NC1)N(C=C2)C2=CC(=CC=C2)C2=NN=CN2)F (3,3-difluorocyclobutyl)-[1-[3-(4H-1,2,4-triazol-3-yl)phenyl]pyrrolo[2,3-b]pyridin-5-yl]methanol